FC1(CCN(CC1)C1=NC(=CC(=C1)C1=NN=C(O1)C1=C(C=C(C=C1)NS(=O)(=O)C(CO)C)N1CCC2(CC2)CC1)C)F N-(4-(5-(2-(4,4-difluoropiperidin-1-yl)-6-methylpyridin-4-yl)-1,3,4-oxadiazol-2-yl)-3-(6-azaspiro[2.5]octane-6-yl)phenyl)-1-hydroxypropane-2-sulfonamide